N[C@@H](CCCCN)C(=O)O E-lysine